tert-butyl (3S)-3-[[3-[4-(cyclopropylcarbamoyl)-3-(difluoromethoxy)-5-methoxy-phenyl]imidazo[1,2-a]pyridin-7-yl]oxymethyl]piperidine-1-carboxylate C1(CC1)NC(=O)C1=C(C=C(C=C1OC)C1=CN=C2N1C=CC(=C2)OC[C@@H]2CN(CCC2)C(=O)OC(C)(C)C)OC(F)F